(Mesitylsulfonyl)-2-(4-(pyridin-2-yl)piperazin-1-yl)acetamide C1(=C(C(=CC(=C1)C)C)S(=O)(=O)C(C(=O)N)N1CCN(CC1)C1=NC=CC=C1)C